FC1(CC2(C1)C[C@H](N(CC2)CC2=C1C=CNC1=C(C=C2OC)C)C2=CC=C(C=C2)CO)F (S)-(4-(2,2-difluoro-7-((5-methoxy-7-methyl-1H-indol-4-yl)methyl)-7-azaspiro[3.5]nonan-6-yl)phenyl)methanol